CC(CN1CC2(CS(C2)(=O)=O)CC1)(CC=1C=NC(=CC1)C(F)(F)F)C 6-(2,2-dimethyl-3-(6-(trifluoromethyl)pyridin-3-yl)propyl)-2-thia-6-azaspiro[3.4]octane-2,2-dioxide